(S)-1-((S)-5H-imidazo[5,1-a]isoindol-5-yl)propan-1-ol C=1N=CN2C1C1=CC=CC=C1[C@H]2[C@H](CC)O